Cis-butenedinitrile C(\C=C/C#N)#N